C(#N)C1=C2C=C(NC2=CC(=C1)F)C(=O)N(C)C1COCC=2NC(C=3C=C(C=CC3C21)F)=O 4-Cyano-6-fluoro-N-(8-fluoro-6-oxo-1,4,5,6-tetrahydro-2H-pyrano[3,4-c]isoquinolin-1-yl)-N-methyl-1H-indole-2-carboxamide